4-(aminomethyl)-1-methyl-pyrrolidin-2-one NCC1CC(N(C1)C)=O